C1(=CC=CC=C1)C(C(C(=O)[O-])Br)Br 3-phenyl-2,3-dibromopropionate